(2R)-N-((R or S)-(3-chloro-4-(trifluoro-methoxy)phenyl)(5-chloro-6-(trifluoro-methyl)pyridin-3-yl)methyl)-2-methyl-3-oxopiperazine-1-carboxamide ClC=1C=C(C=CC1OC(F)(F)F)[C@@H](NC(=O)N1[C@@H](C(NCC1)=O)C)C=1C=NC(=C(C1)Cl)C(F)(F)F |o1:12|